OC1C(COC(C1O)O)C(=O)O 4,5,6-trihydroxytetrahydro-2H-pyran-3-carboxylic acid